ethyl (E)-3-(3-(2-((benzyloxy)methyl)-7-((2-hydroxyethyl)sulfonyl)-6,6-dimethyl-1-(2-methyl-hydrazineyl)-1-oxoheptan-2-yl)-2-fluorophenyl)-2-methylacrylate C(C1=CC=CC=C1)OCC(C(=O)NNC)(CCCC(CS(=O)(=O)CCO)(C)C)C=1C(=C(C=CC1)/C=C(/C(=O)OCC)\C)F